COC1=C(C=CC=C1)C1=CC(=NC=C1C(=O)NC=1SC2=C(N1)CC[C@H](C2)OC2=CC=CC=C2)C |r| (R and S)-4-(2-methoxyphenyl)-6-methyl-N-(6-phenoxy-4,5,6,7-tetrahydrobenzo[d]thiazol-2-yl)nicotinamide